5-[7-[[5-(3-cyclopropyl-3-hydroxy-azetidine-1-carbonyl)-2-pyridyl]amino]-3-methyl-imidazo[4,5-b]pyridin-5-yl]oxy-4-methyl-pyridine-2-carbonitrile C1(CC1)C1(CN(C1)C(=O)C=1C=CC(=NC1)NC1=C2C(=NC(=C1)OC=1C(=CC(=NC1)C#N)C)N(C=N2)C)O